BrC=1C(=C(OC2CCC(CC2)OC[C@H](C=O)C)C=CC1)C (R)-3-(((1r,4R)-4-(3-bromo-2-methylphenoxy)cyclohexyl)oxy)-2-methylpropanal